C[C@@H]1N(CCNC1)CCN1CCC(CC1)CN1CCN(CC1)C=1C=C2CN(C(C2=CC1)=O)C1C(NC(CC1)=O)=O 3-[5-[4-[[1-[2-[(2S)-2-methylpiperazin-1-yl]ethyl]-4-piperidinyl]methyl]piperazin-1-yl]-1-oxo-isoindolin-2-yl]piperidine-2,6-dione